O[C@H]1CN(C[C@@H]1O)CC1=CC=C(C=C1)C1=CC=C(C=C1)CC1=CC=C(C=C1)N1N=C(N=C1C)C(=O)N 1-(4-((4'-(((3s,4s)-3,4-dihydroxypyrrolidin-1-yl)methyl)-[1,1'-biphenyl]-4-yl)methyl)phenyl)-5-methyl-1H-1,2,4-triazole-3-carboxamide